4-(tert-butyl)-2',3',4',9'-tetrahydrospiro[cyclohexane-1,1'-pyrido[3,4-b]indole] C(C)(C)(C)C1CCC2(NCCC3=C2NC2=CC=CC=C32)CC1